OC[C@H](C(C)C)NC1=C(C(N(N=C1)COCC[Si](C)(C)C)=O)C(F)(F)F 5-[[(2S)-1-Hydroxy-3-methylbutan-2-yl]amino]-4-(trifluoromethyl)-2-[[2-(trimethylsilyl)ethoxy]methyl]-2,3-dihydropyridazin-3-one